C(C)N(CC)CCCC N,N-di-ethylbutylamine